Methylthioethyl methacrylate C(C(=C)C)(=O)OCCSC